C[C@](CCC(=O)OC)(CCC=C)S(N)(=O)=O (R)-METHYL 4-METHYL-4-SULFAMOYLOCT-7-ENOATE